(3R)-1-[(3bR,4aR)-1-{2-[4-(2,3-dimethylphenyl)piperazin-1-yl]-2-oxoethyl}-3b,4,4a,5-tetrahydro-1H-cyclopropa[3,4]cyclopenta[1,2-c]pyrazole-3-carbonyl]pyrrolidine-3-carbonitrile CC1=C(C=CC=C1C)N1CCN(CC1)C(CN1N=C(C2=C1C[C@@H]1[C@H]2C1)C(=O)N1C[C@@H](CC1)C#N)=O